C(C)(C)(C)OC(=O)N1CC([C@](CC1)(O)CN1C=C(C(=CC1=O)C1=C(C=CC=C1)F)C(=O)OCC)(C)C (S)-ethyl 1-((1-(tert-butoxycarbonyl)-4-hydroxy-3,3-dimethylpiperidin-4-yl) methyl)-4-(2-fluorophenyl)-6-oxo-1,6-dihydropyridine-3-carboxylate